(R)-7-cyclopentyl-2-((R)-3-methylmorpholino)-6,7-dihydropyrazolo[1,5-a]pyrazin-4(5H)-one C1(CCCC1)[C@@H]1CNC(C=2N1N=C(C2)N2[C@@H](COCC2)C)=O